NC=1C=CC(=C2CN(C(C12)=O)CC(=C)C1=CC(=NC=C1)OC)C=1C=C2C(=NNC2=CC1)C=1SC=CC1 7-amino-2-[2-(2-methoxypyridin-4-yl)prop-2-en-1-yl]-4-[3-(thiophen-2-yl)-1H-indazol-5-yl]-2,3-dihydro-1H-isoindol-1-one